1,2,2,6,6-pentamethylpiperidin-4-yl 4-((4'-(4-pentylcyclohexyl)-[1,1'-biphenyl]-4-yl)oxy)butanoate C(CCCC)C1CCC(CC1)C1=CC=C(C=C1)C1=CC=C(C=C1)OCCCC(=O)OC1CC(N(C(C1)(C)C)C)(C)C